C1(CC1)C[C@@H](C(=O)N[C@@H](C[C@H]1C(NCCC1)=O)C(CO)=O)NC(C(=O)NC12CCC(CC1)(CC2)F)=O N1-((S)-3-cyclopropyl-1-(((S)-4-hydroxy-3-oxo-1-((S)-2-oxopiperidin-3-yl)butan-2-yl)amino)-1-oxopropan-2-yl)-N2-(4-fluorobicyclo[2.2.2]octan-1-yl)oxalamide